CC(CCCC=CC)O 6-Octen-2-ol